[Sn]=O.[Mn].[Cu] copper manganese tin oxide